ClC1=CC=C(C=C1)[C@H]([C@H]1O[C@H]([C@@H]([C@@H]1O)O)N1C=CC/2=C1NC=N\C2=N/NC)O (2R,3S,4R,5R)-2-((R)-(4-chlorophenyl)(hydroxy)methyl)-5-((Z)-4-(2-methylhydrazineylidene)-1,4-dihydro-7H-pyrrolo[2,3-d]pyrimidin-7-yl)tetrahydrofuran-3,4-diol